ClC1=NC2=C(SC3=C1C=CC=C3)C=CC=C2 11-chlorodibenzo[b,f][1,4]Thiazepine